C(C1=CC=CC=C1)SC1=C(C=CC(=C1Cl)Br)O 2-benzylsulfanyl-4-bromo-3-chloro-phenol